(2R,10S)-23-(2,5-dioxo-2,5-dihydro-1H-pyrrol-1-yl)-10-(4-hydroxybenzyl)-2-methyl-6,9,12,15,18-pentaoxo-3-oxa-5,8,11,14,17-pentaazatricosanoic acid O=C1N(C(C=C1)=O)CCCCCC(NCC(NCC(N[C@H](C(NCC(NCO[C@@H](C(=O)O)C)=O)=O)CC1=CC=C(C=C1)O)=O)=O)=O